O=C1NC2(CN1)CN(CCC2)C(=O)OCC2=CC=CC=C2 benzyl 2-oxo-1,3,7-triazaspiro[4.5]decane-7-carboxylate